COC1=NC=CC(=C1)CN1C(=NC2=C1C=CC=C2)C=2C(=NON2)N 4-[1-[(2-methoxypyridin-4-yl)methyl]benzimidazol-2-yl]-1,2,5-oxadiazol-3-amine